2-butyl-6-hydroxy-3-(2-methoxyphenyl)-5-[(4-methoxyphenyl)methyl]-3,4-dihydropyrimidin-4-one C(CCC)C1=NC(=C(C(N1C1=C(C=CC=C1)OC)=O)CC1=CC=C(C=C1)OC)O